Bis-(hydroxy-phenyl)ether OC1=C(C=CC=C1)OC1=C(C=CC=C1)O